CC1=C(C(=O)NCC(NCC(F)(F)F)=O)C=CC(=C1)C1=NO[C@](C1)(C(F)(F)F)C1=C(C(=CC(=C1)C(F)(F)F)Br)F |o1:22| 2-methyl-N-[2-oxo-2-(2,2,2-trifluoroethylamino)ethyl]-4-[(5S or R)-5-[3-bromo-2-fluoro-5-(trifluoromethyl)phenyl]-5-(trifluoromethyl)-4H-isoxazol-3-yl]benzamide